(5-(((tert-butyldimethylsilyl)oxy)methyl)-4-methylthiazol-2-yl)methanol [Si](C)(C)(C(C)(C)C)OCC1=C(N=C(S1)CO)C